trans-2-[6-[2-(3-pyridylmethyl)quinuclidin-3-yl]oxopyridazin-3-yl]pyrrole-1-carboxylic acid tert-butyl ester C(C)(C)(C)OC(=O)N1C(=CC=C1)C1N=NC(=CC1=O)C1C(N2CCC1CC2)CC=2C=NC=CC2